2-methyl-1-(2-methyl-3-(trifluoromethyl)benzyl)-6-morpholino-1H-benzo[d]imidazole-4-carboxylic acid dihydrochloride Cl.Cl.CC1=NC2=C(N1CC1=C(C(=CC=C1)C(F)(F)F)C)C=C(C=C2C(=O)O)N2CCOCC2